ClC1=CC2=C(N(C(N=C2N2[C@H](CN([C@@H](C2)C)C(C=C)=O)C)=O)C=2C(=NC=CC2N(C)C)C(C)C)N=C1C1=C(C=CC=C1)C 6-Chloro-1-[4-(dimethylamino)-2-isopropyl-3-pyridyl]-4-[(2S,5R)-2,5-dimethyl-4-prop-2-enoyl-piperazin-1-yl]-7-(o-tolyl)pyrido[2,3-d]pyrimidin-2-one